ClC1=CC(=NC=C1C(=O)NCC)Cl 4,6-dichloro-N-ethyl-Nicotinamide